C(CCC)C1=CC=C(C=C1)C1=CC=C(C=C1)C#CC1=CC(=C(C(=C1)C)N=C=S)F 4-Butyl-4'-[2-(3-fluoro-4-isothiocyanato-5-methylphenyl)ethynyl]-1,1'-biphenyl